N6-(2-methoxy-4-pyridyl)-1,3-benzothiazole-2,6-diamine tert-butyl-N-[6-[(2-methoxy-4-pyridyl)amino]-1,3-benzothiazol-2-yl]carbamate C(C)(C)(C)OC(NC=1SC2=C(N1)C=CC(=C2)NC2=CC(=NC=C2)OC)=O.COC2=NC=CC(=C2)NC2=CC1=C(N=C(S1)N)C=C2